CC(C)(C)S(=O)N[C@@H](C)C=1C=NC=C(C1)C1=NC=CC=N1 2-methyl-N-{(1S)-1-[5-(pyrimidin-2-yl)pyridin-3-yl]ethyl}propane-2-sulfinamide